5-(methylthio)-1H-indol CSC=1C=C2C=CNC2=CC1